COC(C(CC1=CC=CC=C1)NC(=O)C(CC(=O)O)NC(NC1=CC=C(C=C1)[N+](=O)[O-])=O)=O 3-[(1-methoxy-1-oxo-3-phenylpropan-2-yl)carbamoyl]-3-{[(4-nitrophenyl)carbamoyl]amino}propanoic acid